ethylene glycol acetate (ethyl-glycolate) C(C)C(C(=O)OCCOC(C)=O)O